(5-(4-fluorobenzoyl)-2-((4-(4-methylpiperazin-1-yl)phenyl)amino)-7H-pyrrolo[2,3-d]pyrimidin-5-yl)methanone FC1=CC=C(C(=O)C2(CNC=3N=C(N=CC32)NC3=CC=C(C=C3)N3CCN(CC3)C)C=O)C=C1